NC1CC(C1)N1C2=NC(=NC=C2N=C1NC1=CC(=C(C=C1)Cl)Cl)NC(C)(C)C 9-(3-aminocyclobutyl)-N2-tert-butyl-N8-(3,4-dichlorophenyl)-9H-purine-2,8-diamine